D-galactopyranosyl-(1-4)-D-glucose C1([C@H](O)[C@@H](O)[C@@H](O)[C@H](O1)CO)O[C@@H]([C@@H]([C@H](C=O)O)O)[C@H](O)CO